tert-butyl (2R,4R)-2-(((S)-1-(((7-chloro-1H-benzo[d]imidazol-5-yl)methyl)amino)-1-oxopropan-2-yl)carbamoyl)-4-phenylpyrrolidine-1-carboxylate ClC1=CC(=CC2=C1NC=N2)CNC([C@H](C)NC(=O)[C@@H]2N(C[C@H](C2)C2=CC=CC=C2)C(=O)OC(C)(C)C)=O